NC1=NC(=CC=C1SC[C@@H](C(=O)O)NC(=O)OC(C)(C)C)C(=O)OC (R)-3-[(2-amino-6-methoxycarbonyl-3-pyridinyl)thio]-2-(tert-butoxycarbonylamino)propanoic acid